BrC1=C(N)C=C(C=C1)F 2-bromo-5-fluoroaniline